FC(C1=NC=CC(=C1)C=1N=CNC1)(F)F 4-[2-(trifluoromethyl)-4-pyridyl]imidazol